C(#N)C1=CC=CC(=N1)CC1=C(C=2C(N=C1C)=NON2)C(=N)N(C)C [6-(6-Cyano-pyridin-2-ylmethyl)-5-methyl-[1,2,5]oxadiazolo[3,4-b]pyridin-7-yl]-N,N-dimethyl-formamidine